C(#N)C1=CC(=NC(=C1)C=1N=NN(C1)C=1C=CC(=C(C(=O)O)C1)O)C=1N=NN(C1)C=1C=CC(=C(C(=O)O)C1)O 5,5'-((4-cyanopyridine-2,6-diyl)bis(1H-1,2,3-triazole-4,1-diyl))bis(2-hydroxybenzoic acid)